1,3-di-tert-butoxy-2-(tert-butoxymethyl)-2-(methoxymethyl)propane C(C)(C)(C)OCC(COC(C)(C)C)(COC)COC(C)(C)C